1-methyl-1,2-ethanediol CC(CO)O